C(CC=C)SS(=O)(=O)C1=CC=C(C=C1)C 1-but-3-enylsulfanylsulfonyl-4-methyl-benzene